2-(fluoro(phenyl)methyl)-6-(3-methoxybenzyl)-4-methyl-4H-thiazolo[5',4':4,5]pyrrolo[2,3-d]pyridazin-5(6H)-one FC(C=1SC2=C(N(C=3C(N(N=CC32)CC3=CC(=CC=C3)OC)=O)C)N1)C1=CC=CC=C1